FC(C(=O)O)(F)F.NC1=NC(=C(C=C1C1=CC2=C(C(NCCO2)=O)C=C1)C1=CC=C(C=C1)N1CCN(CC1)C(C)C)F 8-(2-amino-6-fluoro-5-(4-(4-isopropylpiperazin-1-yl)phenyl)pyridin-3-yl)-3,4-dihydrobenzo[f][1,4]oxazepin-5(2H)-one, trifluoroacetate salt